dimethyl-6-hydroxychroman CC1(OC2=CC=C(C=C2CC1)O)C